1,2,3,4-Tetrahydropyrimidin 1-Ethyl-20-(5-cyclopropyl-6-(4-fluorobenzyl)picolinamido)-20-ethyl-2,2-dimethyl-4-oxo-3,8,11,14,17-pentaoxa-5-azahenicosan-21-oate C(C)CC(OC(NCCOCCOCCOCCOCCC(C(=O)O)(CC)NC(C1=NC(=C(C=C1)C1CC1)CC1=CC=C(C=C1)F)=O)=O)(C)C.N1CNCC=C1